C1(CC1)N(CCC)CC=1C=C(C=CC1OC)B(O)O (3-([CYCLOPROPYL(PROPYL)AMINO]METHYL)-4-METHOXYPHENYL)BORANEDIOL